CN(C(OC(C)(C)C)=O)C1CN2C(OCC1)=C(C=N2)S(NC(C2=CC=CC=C2)(C2=CC=CC=C2)C2=CC=CC=C2)(=O)=N tert-butyl methyl(3-(N-tritylsulfamimidoyl)-5,6,7,8-tetrahydropyrazolo[5,1-b][1,3]oxazepin-7-yl)carbamate